FC1(CC1)C(=O)NC1=CC=C(C=C1)CNC1=NC(=NC=2N1N=CC2C(C)C)N2[C@@H](CCCC2)CCO (S)-1-Fluoro-N-(4-(((2-(2-(2-hydroxyethyl)piperidin-1-yl)-8-isopropylpyrazolo[1,5-a][1,3,5]triazin-4-yl)amino)methyl)phenyl)cyclopropane-1-carboxamide